4-methyl-5-(2-hydroxyethyl)-thiazole CC=1N=CSC1CCO